(S)-N-(5-(2-(2-aminopyridin-3-yl)-5-(1H-pyrazol-1-yl)-3H-imidazo[4,5-b]pyridin-3-yl)-2,3-dihydro-1H-inden-1-yl)-6-(difluoromethyl)nicotinamide NC1=NC=CC=C1C1=NC=2C(=NC(=CC2)N2N=CC=C2)N1C=1C=C2CC[C@@H](C2=CC1)NC(C1=CN=C(C=C1)C(F)F)=O